C(C)(C)(C)OC1CN(CC1)C(=O)NCC1=C(C=C(C=C1)C1=NC=NN2C1=CC(=C2)C2=CC=C(C=C2)CN2CCC(CC2)C2=CC=C(C=C2)NC2C(NC(CC2)=O)=O)C 3-tert-butoxy-N-[[4-[6-[4-[[4-[4-[(2,6-dioxo-3-piperidyl)amino]phenyl]-1-piperidyl]methyl]phenyl]pyrrolo[2,1-f][1,2,4]triazin-4-yl]-2-methyl-phenyl]methyl]pyrrolidine-1-carboxamide